2-(6-(((1S,3S)-3-((5-(difluoromethoxy)pyrimidin-2-yl)amino)cyclohexyl)amino)pyridin-3-yl)pyridazin-3(2H)one FC(OC=1C=NC(=NC1)N[C@@H]1C[C@H](CCC1)NC1=CC=C(C=N1)N1N=CC=CC1=O)F